C(N)(=O)C1CCC(CC1)N1C2=NC(=NC=C2N=C1NC1=C(C=C(C=C1Cl)F)Cl)N[C@H]1CN(CCC1)C(=O)OC(C)C (R)-isopropyl 3-(9-((1s,4S)-4-carbamoylcyclohexyl)-8-(2,6-dichloro-4-fluorophenylamino)-9H-purin-2-ylamino)piperidine-1-carboxylate